tert-butyl 3-((3,5-dimethoxyphenyl)amino)pyrrolidine-1-carboxylate COC=1C=C(C=C(C1)OC)NC1CN(CC1)C(=O)OC(C)(C)C